(S)-tert-butyl 2-((((9H-fluoren-9-yl) methoxy) carbonyl) amino)-4-iodobutyrate C1=CC=CC=2C3=CC=CC=C3C(C12)COC(=O)N[C@H](C(=O)OC(C)(C)C)CCI